C1(CC1)N([C@H]1CN(CCC1)C(=O)NC)C(NCC1=CC(=NO1)C1=CC(=CC=C1)OC(F)(F)F)=O (3R)-3-{1-cyclopropyl[({3-[3-(trifluoromethoxy)phenyl]-1,2-oxazol-5-yl}methyl)carbamoyl]amino}-N-methylpiperidine-1-carboxamide